n-methyl-3-(2-methyltetrazol-5-yl)-4-(4-phenylanilino)benzenesulfonamide CNS(=O)(=O)C1=CC(=C(C=C1)NC1=CC=C(C=C1)C1=CC=CC=C1)C=1N=NN(N1)C